tri(xylene) phosphonate P(O)(O)=O.C=1(C(=CC=CC1)C)C.C=1(C(=CC=CC1)C)C.C=1(C(=CC=CC1)C)C